9-(2-hydroxyethyl)-6,9-dihydro-5H-pyrrolo[3,2-h]quinazoline-7-carboxamide OCCN1C=C(C=2CCC=3C=NC=NC3C21)C(=O)N